CN1C(=CC=2C1=NC=CC2Cl)C2=CC(=NC(=C2)CN2CCCCC2)F methyl-4-chloro-2-(2-fluoro-6-(piperidin-1-ylmethyl)pyridin-4-yl)-1H-pyrrolo[2,3-b]pyridine